(Z)-3-(Heptadec-8-enyl)phenol C(CCCCCC\C=C/CCCCCCCC)C=1C=C(C=CC1)O